C1OCC12CC(C2)=O 2-oxaspiro[3.3]heptane-6-one